C(C)(=O)O[BH-](OC(C)=O)OC(C)=O.[Na+] sodium (trisacetoxy)borohydride